C(C1=CC=CC=C1)OC1=CC(=C(C=C1)NC1=C(C(=O)NCCC2CCCCC2)C=CC=C1)C 2-{[4-(Benzyloxy)-2-methylphenyl]amino}-N-(2-cyclohexylethyl)benzamide